C(C1=CC=CC=C1)(=O)OCC=1[N+](=CC2=CC(=NC=C2C1)Cl)[O-] 3-((benzoyloxy)methyl)-7-chloro-2,6-naphthyridine 2-oxide